C1=C2N(CC=N1)C=CC=C2 Pyrido[1,2-a]pyrazine